ClC=1C=C(C=CC1Cl)N1C(N(CC1)C1=NC(=CC(=N1)N[C@H]1CN(CCC1)CC)C)=O |r| (±)-1-(3,4-Dichlorophenyl)-3-[4-(1-ethyl-3-piperidylamino)-6-methyl-2-pyrimidinyl]-2-imidazolidinone